C(C)C=1C(=NN(C1OC1=CC=CC=C1)C)C Ethyl-1,3-dimethyl-5-phenoxy-1H-pyrazole